ClC1=C2C=CC=NC2=C(C=C1)OCC(=O)O[C@@H](CCCCC)C (R,S)-1-methylhexyl (5-chloroquinolin-8-yloxy)acetate